BrN(C1=NC(NC=C1)=O)CC1=CC=CS1 bromothenylcytosine